4-chlorophenyl 3,6-dichloro-2-methoxybenzoate ClC=1C(=C(C(=O)OC2=CC=C(C=C2)Cl)C(=CC1)Cl)OC